ClC=1N=C(C=2C(N1)=CN(N2)C)N[C@@H](C)C2=CC=C(C=C2)C=2N(C=C(N2)C(F)(F)F)C(C)C (S)-5-chloro-N-(1-(4-(1-isopropyl-4-(trifluoromethyl)-1H-imidazol-2-yl)phenyl)ethyl)-2-methyl-2H-pyrazolo[4,3-d]pyrimidin-7-amine